C(C)(C)(C)OC(=O)N[C@@H](CCCCN)C(=O)OC methyl (tert-butoxycarbonyl)-L-lysinate